O=C1NC2=C(SC1)C=CC(=C2)S(=O)(=O)Cl 3-oxo-3,4-dihydro-2H-benzo[b][1,4]thiazine-6-sulfonyl chloride